N[C@H]1C[C@H](N(C1)C1=C(C=CC(=C1)C=1C=NC=CC1C#N)C=1C(=NC(=NC1)C1=C(C=CC=C1F)OCC)C(=O)N)CO (2-((2S,4S)-4-amino-2-(hydroxymethyl)pyrrolidin-1-yl)-4-(4-cyanopyridin-3-yl)phenyl)-2-(2-ethoxy-6-fluorophenyl)pyrimidine-4-carboxamide